(Z)-9-tetradecene-1-ol C(CCCCCCC\C=C/CCCC)O